methyl 5-bromo-1-((1-methyl-1H-pyrazol-4-yl)methyl)-1H-imidazole-4-carboxylate BrC1=C(N=CN1CC=1C=NN(C1)C)C(=O)OC